2-(propan-2-yl)piperazine CC(C)C1NCCNC1